(S)-(4-(6-bromobenzo[d]oxazol-2-yl)-6,7-dihydro-1H-imidazo[4,5-c]pyridin-5(4H)-yl)(2-(pyridin-2-yl)oxazol-5-yl)methanone BrC1=CC2=C(N=C(O2)[C@H]2N(CCC3=C2N=CN3)C(=O)C3=CN=C(O3)C3=NC=CC=C3)C=C1